(2S,4R)-1-[(2R)-2-(4-cyclopropyltriazol-1-yl)-3,3-dimethyl-butanoyl]-4-hydroxy-N-(8-phenylchroman-4-yl)pyrrolidine-2-carboxamide C1(CC1)C=1N=NN(C1)[C@@H](C(=O)N1[C@@H](C[C@H](C1)O)C(=O)NC1CCOC2=C(C=CC=C12)C1=CC=CC=C1)C(C)(C)C